4-trifluoromethylsulfonyloxytetrahydrothiophene-1,1-dioxide FC(S(=O)(=O)OC1CCS(C1)(=O)=O)(F)F